L-β-Homophenylalanine N[C@@H](CC1=CC=CC=C1)CC(=O)O